CS(=O)(=O)N(N(C(=O)OC(C)C1=CC=C(C=C1)[N+](=O)[O-])S(=O)(=O)C)CCCl 1,2-bis(methylsulfonyl)-1-(2-chloroethyl)-2-[[1-(4-nitrophenyl)ethoxy]carbonyl]hydrazine